CC1CC(CCCCCCCCC=CC1)=O 3-METHYL-5-CYCLOTETRADECEN-1-ONE